C(C1=CC=CC=C1)(=O)NC(=S)NC1=CC(=C(C=C1)F)C 1-benzoyl-3-(4-fluoro-3-methylphenyl)thiourea